FC1=CC=C(C=C1)NC1=CC(=NC(=N1)SC)NCCNC(C1=C(N=CC=C1)OC)=O N-(2-(6-(4-fluorophenylamino)-2-(methylthio)pyrimidin-4-ylamino)ethyl)-2-methoxynicotinamide